O=C1N(C(CC1)=O)OC(CCCC(=O)ON1C(CCC1=O)=O)=O Pentanedioic acid bis-(2,5-dioxo-pyrrolidin-1-yl) ester